Dihydroxyphenylglyoxal OC=1C(=C(C=CC1)C(=O)C=O)O